(2R,5S)-4-((7-methoxy-4-(1-methyl-3-phenyl-1H-pyrazol-4-yl)quinazolin-6-yl)carbamoyl)-2,5-dimethylpiperazine-1-carboxylic acid tert-butyl ester C(C)(C)(C)OC(=O)N1[C@@H](CN([C@H](C1)C)C(NC=1C=C2C(=NC=NC2=CC1OC)C=1C(=NN(C1)C)C1=CC=CC=C1)=O)C